7-(3-(6-chloro-4-methylpyridin-3-yl)-7,8-dihydro-1,6-naphthyridin-6(5H)-yl)-2,8,9-trimethyl-4H-pyrimido[1,2-b]pyridazin-4-one ClC1=CC(=C(C=N1)C=1C=NC=2CCN(CC2C1)C=1C(=C(C=2N(N1)C(C=C(N2)C)=O)C)C)C